The molecule is an organic cation that is 3,4-dihydroxyphenoxazin-5-ium carrying additional carbamoyl and diethylamino groups at positions 1 and 7 respectively. The chloride salt is the histological dye 'Celestin blue B'. CCN(CC)C1=CC2=C(C=C1)NC3=C(O2)C(=O)C(=O)C=C3C(=O)[NH3+]